2-phenoxytetraethylene glycol acrylate C(C=C)(=O)O.O(C1=CC=CC=C1)C(CO)OCCOCCOCCO